ON(C(=O)C1CCN(CC1)C(C)C)CC1=CC=C(C=C1)NC1=CC=C(C=C1)N1CCC(CC1)C(F)(F)F N-hydroxy-1-isopropyl-N-(4-((4-(4-(trifluoromethyl)piperidin-1-yl)phenyl)amino)benzyl)piperidine-4-carboxamide